4-phenyl-oxazoline C1(=CC=CC=C1)C1N=COC1